C1(CC1)C=1C=C(C=C2C(=NC=NC12)N[C@@H](C)C=1N(N=C(N1)C)C1=NC=C(C=N1)F)C(F)F 8-cyclopropyl-6-(difluoromethyl)-N-[(1S)-1-[2-(5-fluoropyrimidin-2-yl)-5-methyl-1,2,4-triazol-3-yl]ethyl]quinazolin-4-amine